Thiophene-2-yl-terephthalic acid diethyl ester C(C)OC(C1=C(C=C(C(=O)OCC)C=C1)C=1SC=CC1)=O